gold tungsten disulfide [W](=S)=S.[Au]